N-(5-((5-chloro-4-((1-(methylsulfonyl)indolin-7-yl)amino)pyrimidin-2-yl)amino)-2-(2-(dimethylamino)ethoxy)-4-methoxyphenyl)acrylamide ClC=1C(=NC(=NC1)NC=1C(=CC(=C(C1)NC(C=C)=O)OCCN(C)C)OC)NC=1C=CC=C2CCN(C12)S(=O)(=O)C